CC1(COB(OC1)C1=CC2=C(N(C=N2)C2CC(C2)(O)C)C(=C1)F)C (cis)-3-[5-(5,5-dimethyl-1,3,2-dioxaborinan-2-yl)-7-fluoro-1H-1,3-benzodiazol-1-yl]-1-methylcyclobutan-1-ol